COC1=C(C=CC=C1C(=O)N)C1=CC=CC=C1 methoxy-[1,1'-biphenyl]-3-carboxamide